3-(3',5'-di-tert-butyl-4'-hydroxyphenyl)propionylhydrazine C(C)(C)(C)C=1C=C(C=C(C1O)C(C)(C)C)CCC(=O)NN